BrC=1C=C2C(=NC1)C1=C(N2C(C2CCOCC2)C=2C=NC=CC2C)C(=NN1C)C(=O)OC Methyl 6-bromo-1-methyl-4-((4-methylpyridin-3-yl)(tetrahydro-2H-pyran-4-yl)methyl)-1,4-dihydropyrazolo[3',4':4,5]pyrrolo[3,2-b]pyridine-3-carboxylate